isocyanorhodium chlorine [Cl].[N+](#[C-])[Rh]